C/C(/CO)=C\CCC=C (E)-2-methyl-2,6-heptadienol